1,1-Bis(tert-amylperoxy)cyclohexane C(C)(C)(CC)OOC1(CCCCC1)OOC(C)(C)CC